titanium-magnesium-calcium oxysulfide O=S.[Ca].[Mg].[Ti]